(R)-1-(6-((3,4-difluorobenzyl)oxy)pyridazin-3-yl)pyrrolidin-3-ol FC=1C=C(COC2=CC=C(N=N2)N2C[C@@H](CC2)O)C=CC1F